COC(NS(=O)(=O)C=1SC(=CC1C1=CC(=C(C=C1)CN1C(=NC=C1)CC)F)CC(C)C)=O (3-(4-((2-ethyl-1H-imidazol-1-yl)methyl)-3-fluorophenyl)-5-isobutylthiophene-2-yl)sulfonyl-carbamic acid methyl ester